3-(4-aminophenyl)-1-methyl-1H-pyrazolo[3,4-d]pyrimidin-4-ylamine NC1=CC=C(C=C1)C1=NN(C2=NC=NC(=C21)N)C